[C].CCC(C)C isopentane carbon